C1(CCCC1)N1N=CC(=C1)NC1=NC=C(C=N1)C(=O)N 2-((1-cyclopentyl-1H-pyrazol-4-yl)amino)pyrimidin-5-carboxamide